1-lauroyl-1,3-dihydroxypropane C(CCCCCCCCCCC)(=O)C(CCO)O